4-Ethyl-4'-methoxy-1,1'-biphenyl C(C)C1=CC=C(C=C1)C1=CC=C(C=C1)OC